FC(S(=O)(=O)NC1=C(C=C(C=C1)C1=NNC(=C1C(=O)N)NC1=NC=CN=C1)O[C@@H](C)C1=CC=C(C=C1)F)F (S)-3-(4-((difluoromethyl)sulfonamido)-3-(1-(4-fluorophenyl)ethoxy)phenyl)-5-(pyrazin-2-ylamino)-1H-pyrazole-4-carboxamide